Cl.C=1(C(=CC=CC1)CN)CN xylylenediamine hydrochloride salt